C(CCCCCCC)C1C(C1)CCCCCCCCC(CCCCCCCC)C1CN(CCC1)CCSSCCN1CC(CCC1)C(CCCCCCCCC1C(C1)CCCCCCCC)CCCCCCCC 1,2-bis(2-(3-(1-(2-octylcyclopropyl)heptadecan-9-yl)piperidin-1-yl)ethyl)disulfane